N2-(1-methylindazol-6-yl)-2,4-pyrimidinediamine CN1N=CC2=CC=C(C=C12)NC1=NC=CC(=N1)N